ClC1=C(C(=O)N2COC3=C(C2)C=CC=C3C3=CC(=C(C(=O)O)C=C3F)N3C2COCC3CC2)C(=CC(=C1)N1CC2N(C(C1)C2)C)Cl 4-[3-[2,6-Dichloro-4-(6-methyl-3,6-diazabicyclo[3.1.1]heptan-3-yl)benzoyl]-2,4-dihydro-1,3-benzoxazin-8-yl]-5-fluoro-2-(3-oxa-8-azabicyclo[3.2.1]octan-8-yl)benzoic acid